C(=O)(O)C=1C=C(C=CC1C(=O)O)C=1C(=C(C(C(=O)O)=CC1)C(=O)O)OC1=CC=C(C=C1)C1=CC=C(C=C1)C=CC(C1=CC=CC=C1)=O 4-(3,4-Dicarboxyphenyl)-3-[4-[4-(3-oxo-3-phenylprop-1-enyl)phenyl]phenoxy]phthalic acid